6,7-dichloro-1-methylquinoxalin-2-one ClC=1C=C2N=CC(N(C2=CC1Cl)C)=O